CN(C1CCN(CC1)C=1C=CC(=NC1)NC1=NC=NC(=C1)N1OCC[C@@H]1C1=CC=CC=C1)C (R)-N-(5-(4-(dimethylamino)piperidin-1-yl)pyridin-2-yl)-6-(3-phenylisoxazolidin-2-yl)pyrimidin-4-amine